2-benzoyl-3-hydroxy-3-phenyl-isoindoline C(C1=CC=CC=C1)(=O)N1CC2=CC=CC=C2C1(C1=CC=CC=C1)O